azetidinamine N1(CCC1)N